racemic-2-((((9H-fluoren-9-yl)methoxy)carbonyl)amino)-3-(3,4,5-trifluorophenyl)propanoic acid C1=CC=CC=2C3=CC=CC=C3C(C12)COC(=O)N[C@@H](C(=O)O)CC1=CC(=C(C(=C1)F)F)F |r|